(3,4-Dichlorophenyl)[(3R)-11,11-difluoro-3,9-dimethyl-1,3,4,7,8,9,10,11-octahydro-2H-pyrido[4',3':3,4]pyrazolo[1,5-d][1,4]diazepin-2-yl]methanone ClC=1C=C(C=CC1Cl)C(=O)N1CC=2C(=NN3CCN(CC(C32)(F)F)C)C[C@H]1C